(7R,14R)-11-(2-(1-aminocyclobutyl)pyrimidin-5-yl)-1-ethynyl-6-(methyl-d3)-6,7-dihydro-7,14-methanobenzo[f]benzo[4,5]imidazo[1,2-a][1,4]diazocin-5(14H)-one NC1(CCC1)C1=NC=C(C=N1)C1=CC2=C(N=C3N2[C@H]2C4=C(C(N([C@@H]3C2)C([2H])([2H])[2H])=O)C=CC=C4C#C)C=C1